N-(5-methylthiazol-2-yl)-5-azaspiro[2.4]heptane-6-amide CC1=CN=C(S1)NC(=O)C1NCC2(CC2)C1